C(C)(C)(C)OC(=O)N(C(OC(C)(C)C)=O)C1=NC2=CC(=C(C=C2C=N1)Cl)I tert-butyl (tert-butoxycarbonyl)(6-chloro-7-iodoquinazolin-2-yl)carbamate